(1S,2S)-N-(5-(5-chloro-7-(ethylamino)-6-fluoro-1H-indazol-4-yl)pyrazolo[1,5-a]pyridin-2-yl)-2-fluorocyclopropane-1-carboxamide ClC=1C(=C2C=NNC2=C(C1F)NCC)C1=CC=2N(C=C1)N=C(C2)NC(=O)[C@H]2[C@H](C2)F